(2S)-N-(1-methyl-1H-pyrazol-4-yl)oxolane-2-carboxamide CN1N=CC(=C1)NC(=O)[C@H]1OCCC1